C1(CCCC1)N1C=C(C(C2=CC(=C(C=C12)N1[C@H](CCC1)COC1=NC=CC=C1)F)=O)C(=O)O (R)-1-cyclopentyl-6-fluoro-4-oxo-7-(2-((pyridin-2-yloxy)methyl)pyrrolidin-1-yl)-1,4-dihydroquinoline-3-carboxylic acid